C1C=CC(=O)O[C@H]1C[C@@H]2C[C@H]3C[C@@](O2)(OC4=C3C(=CC(=C4C(=O)/C=C/C5=CC=CC=C5)O)O)/C=C/C6=CC=CC=C6 The molecule is a member of the class of chalcones isolated from the trunk barks of Cryptocarya obovata and has been shown to exhibit cytotoxicity against the KB cell line. It has a role as a metabolite and an antineoplastic agent. It is a member of chalcones, a member of phenols, a delta-lactone and a cyclic ether.